C1OC(CCO1)N1N=C(C2=C(C=CC=C12)/C=C/C(=O)O)C (E)-3-(1-(2,6-dioxan-3-yl)-3-methyl-1H-indazol-4-yl)acrylic acid